4-bromo-3-(2,6-difluorophenyl)-1-methyl-1H-pyrazole BrC=1C(=NN(C1)C)C1=C(C=CC=C1F)F